ClC1=C(C(=CC=C1)F)N1C=2N(C3=C(C1=O)C=NC(=N3)NC3=CC(=C(C=C3)N3C[C@@H](N([C@@H](C3)C)C)C)C(F)(F)F)CCN2 6-(2-Chloro-6-fluorophenyl)-2-((3-trifluoromethyl-4-((3S,5R)-3,4,5-trimethylpiperazin-1-yl)phenyl)amino)-8,9-dihydroimidazo[1,2-a]pyrimido[5,4-e]pyrimidin-5(6H)-one